C(C)NC1=CC(=CC(=N1)N1C(C2=CC(=CC(=C2C1)C(F)(F)F)CNC1(CCC1)C)=O)C1(CC(C1)OC)C1=NN=CN1C 2-(6-(ethylamino)-4-((1R,3R)-3-methoxy-1-(4-methyl-4H-1,2,4-triazol-3-yl)cyclobutyl)pyridin-2-yl)-6-(((1-methylcyclobutyl)amino)methyl)-4-(trifluoromethyl)isoindolin-1-one